2-(1-ethyl-4-piperidyl)-5-(4,4,5,5-tetramethyl-1,3,2-dioxaborolan-2-yl)-1,3-benzothiazole C(C)N1CCC(CC1)C=1SC2=C(N1)C=C(C=C2)B2OC(C(O2)(C)C)(C)C